3-amino-4-(4-(1-(2-(dimethylamino)-2-carboxyethyl)-1H-pyrazol-4-yl)phenyl)thieno[2,3-c]pyridine-2-carboxamide NC1=C(SC2=CN=CC(=C21)C2=CC=C(C=C2)C=2C=NN(C2)CC(C(=O)O)N(C)C)C(=O)N